N-[(4-methoxy-1H-indol-2-yl)carbonyl]-L-leucyl-3-[(3S)-2-oxopyrrolidin-3-yl]-L-alaninamide COC1=C2C=C(NC2=CC=C1)C(=O)N[C@@H](CC(C)C)C(=O)N[C@@H](C[C@H]1C(NCC1)=O)C(=O)N